NC=1N=C(C2=C(N1)C=NN2CC2=CC=C(C=1C=CC=NC21)C(=O)NC2CCN(CC2)C)O 8-((5-amino-7-hydroxy-1H-pyrazolo[4,3-d]pyrimidin-1-yl)methyl)-N-(1-methylpiperidin-4-yl)quinoline-5-carboxamide